(R)-N'-((1,2,3,5,6,7-hexahydro-s-indacen-4-yl)carbamoyl)-1-(1-methylpyrrolidin-3-yl)methane-sulfonimidamide C1CCC2=C(C=3CCCC3C=C12)NC(=O)N=[S@](=O)(N)CC1CN(CC1)C